C(C1=CC=CC=C1)OC1=C(N2C(C3=CC(=CC=C13)SC1=CC=CC=C1)=NC=N2)C(=O)OC Methyl 6-(benzyloxy)-9-(phenylthio)-[1,2,4]triazolo[5,1-a]isoquinoline-5-carboxylate